NC1=CC(=NN1S(=O)(=O)N(C)C)C1CC1 5-amino-3-cyclopropyl-N,N-dimethyl-1H-pyrazole-1-sulfonamide